2-(12,12-Dimethyl-12H-benzo[b]benzo[4,5]silolo[3,2-g]benzofuran-10-yl)-4,5-bis(methyl-d3)pyridine C[Si]1(C2=C(C=3C1=C1C(C4=C(O1)C(=CC=C4)C4=NC=C(C(=C4)C([2H])([2H])[2H])C([2H])([2H])[2H])=CC3)C=CC=C2)C